NC=1C=C(C=C(C1)C(F)(F)F)[C@@H](C)NC1=NC(=NC2=C3C(=C(C=C12)O[C@@H]1COCC1)OC(=C3)C)C N-((R)-1-(3-amino-5-(trifluoromethyl)phenyl)ethyl)-2,8-dimethyl-6-(((S)-tetrahydrofuran-3-yl)oxy)furo[2,3-h]quinazolin-4-amine